C(C)(CC)O[Al](OC(C)CC)OC(C)CC tri-s-butoxyaluminum